NC1=CC(=C(C(=C1C(C)=O)F)C1COC1)F 1-(6-amino-2,4-difluoro-3-(oxetan-3-yl)phenyl)ethan-1-one